diethyl (2-isopropylbutylidene)malonate C(C)(C)C(C=C(C(=O)OCC)C(=O)OCC)CC